The molecule is zwitterionic form of L-selenocysteine having a anionic carboxy group and a cationic amino group; major species at pH 7.3. It is a tautomer of a L-selenocysteine. C([C@@H](C(=O)[O-])[NH3+])[Se]